7-[2-(2,4-ditert-butoxypyrimidin-5-yl)pyrazolo[1,5-a]pyrazin-4-yl]-2-oxa-7-azaspiro[3.4]octane C(C)(C)(C)OC1=NC=C(C(=N1)OC(C)(C)C)C1=NN2C(C(=NC=C2)N2CCC3(COC3)C2)=C1